BrC1=C2N[C@@H](C(NC2=CC(=C1)CO)=O)C (R)-5-bromo-7-(hydroxymethyl)-3-methyl-3,4-dihydroquinoxalin-2(1H)-one